ClC1=NC(=NC2=CC(=C(C=C12)OC)N1CCOCC1)C (4-chloro-6-methoxy-2-methyl-quinazolin-7-yl)(morpholin)